6-chloro-N-[(2,4-Dimethoxyphenyl)methyl]-5-ethyl-pyridazin-3-amine ClC1=C(C=C(N=N1)NCC1=C(C=C(C=C1)OC)OC)CC